ClC1=C(C(=NC(=C1)Cl)C(F)F)C 4,6-dichloro-2-(difluoromethyl)-3-methylpyridine